ClC=1C=C(C(=O)N2CC=3C(=NN4C3C(N(C[C@H]4C(=O)NC)C(C)C=4C=NC(=CC4)OC(F)F)=O)C[C@H]2C)C=CC1Cl (3R,7S)-2-(3,4-Dichlorobenzoyl)-9-(1-(6-(difluoromethoxy)pyridin-3-yl)ethyl)-N,3-dimethyl-10-oxo-1,2,3,4,7,8,9,10-octahydropyrido[4',3':3,4]pyrazolo[1,5-a]pyrazine-7-carboxamide